4-((tert-butyldimethylsilyl)oxy)-N-((S)-1-(4-(4-methylthiazol-5-yl)phenyl)ethaneYl)pyrrolidine-2-carboxamide [Si](C)(C)(C(C)(C)C)OC1CC(NC1)C(=O)N[C@@H](C)C1=CC=C(C=C1)C1=C(N=CS1)C